C(C=C)(=O)OCCCCO r-hydroxybutyl acrylate